hydrogenglutarate C(CC(=O)O)CC(=O)OCCO